C(#N)C([C@H](C[C@H]1C(NCC1)=O)NC(=O)[C@H](CC(C)C)NC(=O)C=1NC2=CC=CC(=C2C1)OC)NCC(F)(F)F N-[(1S)-1-[[(1S)-2-cyano-1-[[(3S)-2-oxopyrrolidin-3-yl]methyl]-2-(2,2,2-trifluoroethylamino)ethyl]carbamoyl]-3-methyl-butyl]-4-methoxy-1H-indole-2-carboxamide